BrC=1C=C2C=NN(C2=CC1[N+](=O)[O-])C1OCCCC1 5-bromo-6-nitro-1-tetrahydropyran-2-yl-indazole